stearyl-dithiocarbamic acid sodium salt [Na+].C(CCCCCCCCCCCCCCCCC)NC([S-])=S